((2-amino-9-((2R,3S,4S,5R)-4-fluoro-3-hydroxy-5-(hydroxymethyl)tetrahydrofuran-2-yl)-8-oxo-8,9-dihydro-7H-purin-7-yl)methyl)thiophene-2-carboxylic acid NC1=NC=C2N(C(N(C2=N1)[C@@H]1O[C@@H]([C@H]([C@H]1O)F)CO)=O)CC1=C(SC=C1)C(=O)O